CC(C)(C)[O-].[Na+].CC(C)(C)[O-].[K+].BrC1=C(C=C(C=C1)Br)CS(=O)(=O)C 1,4-dibromo-2-(methylsulfonylmethyl)benzene potassium t-butoxide sodium t-butoxide